CN1C(CCC1)CCSC(N)=N 2-[2-(1-methylpyrrolidin-2-yl)ethyl]isothiourea